2-(4-chloro-3-fluorophenoxy)-N-[(3S)-4-(2-{[5-(difluoromethyl)pyrazin-2-yl]oxy}acetamido)-3-hydroxybicyclo[2.2.2]octan-1-yl]acetamide ClC1=C(C=C(OCC(=O)NC23C[C@@H](C(CC2)(CC3)NC(COC3=NC=C(N=C3)C(F)F)=O)O)C=C1)F